CN1N=CC(=C1)C=1C=CC(=NC1)NC(=O)N 1-(5-(1-methyl-1H-pyrazol-4-yl)pyridin-2-yl)urea